FC(OC1=C(C=CC(=C1)C1=CN=CO1)NC(=O)C1COC2=CC=CC=C2C1)F N-(2-(difluoromethoxy)-4-(oxazol-5-yl)phenyl)chroman-3-carboxamide